3-hydroxy-4-ethyl-5-methyl-2(5H)-furanone OC=1C(OC(C1CC)C)=O